methyl 1-(3-(3-hydroxypropoxy)-5-methyl-4-nitro-1H-pyrazol-1-yl)cyclopropanecarboxylate OCCCOC1=NN(C(=C1[N+](=O)[O-])C)C1(CC1)C(=O)OC